ClC1=CC=C(C=C1)[C@@H]1COC2=C(O1)C=CC=C2C2=CCN(CC2)C(=O)OC(C)(C)C (R)-tert-butyl 4-(2-(4-chlorophenyl)-2,3-dihydrobenzo[b][1,4]dioxin-5-yl)-5,6-dihydropyridine-1(2H)-carboxylate